(±)-2-(4,4-difluorotetrahydro-2H-pyran-2-yl)-N-(2,4-dimethoxybenzyl)-7-methoxy-[1,2,4]triazolo[1,5-c]quinazolin-5-amine FC1(C[C@@H](OCC1)C1=NN2C(=NC=3C(=CC=CC3C2=N1)OC)NCC1=C(C=C(C=C1)OC)OC)F |r|